(1-(4-ethyl-5-(5-(isopropoxymethyl)-4H-1,2,4-triazol-3-yl)-2-methylbenzoyl)-4-fluoropiperidin-4-yl)benzonitrile C(C)C1=CC(=C(C(=O)N2CCC(CC2)(F)C2=C(C#N)C=CC=C2)C=C1C1=NN=C(N1)COC(C)C)C